NC=1SC2=C(N1)CCC(C2)CNC(C)=O N-((2-amino-4,5,6,7-tetrahydrobenzo[d]thiazol-6-yl)methyl)acetamide